C1(=CC=C(C=C1)[S+](C(C)C)C1=CC=C(C=C1)C)C di(p-tolyl)isopropylsulfonium